(4-chloro-6-(4-((6-methoxypyridin-3-yl)oxy)piperidin-1-yl)-5-methylpyrimidin-2-yl)methanol ClC1=NC(=NC(=C1C)N1CCC(CC1)OC=1C=NC(=CC1)OC)CO